3-(4-bromophenyl)octa-3,5,7-trien-2-one BrC1=CC=C(C=C1)C(C(C)=O)=CC=CC=C